FC(C1=C(OC2=CC=3N(C=C2)N=CN3)C=CC(=C1F)[N+](=O)[O-])F 7-[2-(difluoromethyl)-3-fluoro-4-nitrophenoxy]-[1,2,4]triazolo[1,5-a]pyridine